2-{7-[(3S,4S)-3-fluoro-2,2,6,6-tetramethylpiperidin-4-yl]-7H-pyrrolo[2,3-c]pyridazin-3-yl}-5-(5-methyl-1H-1,2,3-triazol-1-yl)phenol F[C@@H]1C(NC(C[C@@H]1N1C=CC2=C1N=NC(=C2)C2=C(C=C(C=C2)N2N=NC=C2C)O)(C)C)(C)C